3-(4-(2-chloro-5-(trifluoromethyl)pyrimidin-4-yl)-1H-pyrazol-1-yl)-2-methylbutan-2-ol ClC1=NC=C(C(=N1)C=1C=NN(C1)C(C(C)(O)C)C)C(F)(F)F